ClC=1C(=C(C=CC1)CC1N(CC(C12NC(OCC2)=O)(F)F)C(=O)OC(C)(C)C)F tert-butyl 1-[(3-chloro-2-fluorophenyl)methyl]-4,4-difluoro-7-oxo-8-oxa-2,6-diazaspiro[4.5]decane-2-carboxylate